BrC=1C=NC(=NC1)\C(\C)=N/S(=O)C(C)(C)C (Z)-N-(1-(5-bromopyrimidin-2-yl)ethylidene)-2-methylpropane-2-sulfinamide